C(#N)C=1C=C(C=C(C1)N1N=C(C2=CC=CC=C12)C1=CC=C(C=C1)C(F)(F)F)C(C(=O)N)=C (3-cyano-5-(3-(4-(trifluoromethyl)phenyl)-1H-indazol-1-yl)phenyl)acrylamide